[C@H]12CN(C[C@H](CC1)N2)C=2C1=C(N=C(N2)OCC23CCCN3CCC2)C(=C(N=C1)C=1C=CC=C2C=CC=C(C12)C#CC)F 3-(8-(4-((1R,5S)-3,8-diazabicyclo[3.2.1]octan-3-yl)-8-fluoro-2-((tetrahydro-1H-pyrrolizin-7a(5H)-yl)methoxy)pyrido[4,3-d]pyrimidin-7-yl)naphthalen-1-yl)prop-2-yn